Ethyl 3-(5-fluoro-3-pivalamidopyridin-2-yl)propanoate FC=1C=C(C(=NC1)CCC(=O)OCC)NC(C(C)(C)C)=O